4-(4-aminophenoxy)-2-ethoxyphenylbenzenamine NC1=CC=C(OC2=CC(=C(C=C2)C2=C(C=CC=C2)N)OCC)C=C1